ethyl-phenyl hydroxide C(C)C1=C(C=CC=C1)O